ClC=1N=C2C(=C(C(N(C2=CC1)C)=O)C#N)N1C[C@@H]([C@@H](CC1)NC1=C(C=C(C=C1)Cl)F)C 6-chloro-4-[(3s,4r)-4-(4-chloro-2-fluoro-anilino)-3-methyl-1-piperidinyl]-1-methyl-2-oxo-1,5-naphthyridine-3-carbonitrile